tripropyl-2-butylpropene C(CC)C(C(=C)CCCC)(CCC)CCC